S1C(=CC=2OCCCCC21)NC(C)=O N-(5,6,7,8-tetrahydrothieno[3,2-b]oxepin-2-yl)acetamide